C(CCC)C1=NC2(C(N1CC1=CC=C(C=C1)C=1C=C(C=CC1C#N)C1=C(C(=CC=C1)F)F)=O)CCCC2 4''-((2-butyl-4-oxo-1,3-diazaspiro[4.4]non-1-en-3-yl)methyl)-2,3-difluoro-[1,1':3',1''-terphenyl]-4'-carbonitrile